ClC1=NC=C(C=C1NC(C1=C(N=C(C(=C1)F)N1N=C(N(C1=O)CC)CO)O[C@H](C(F)(F)F)C)=O)C#N (S)-N-(2-Chloro-5-cyanopyridin-3-yl)-6-(4-ethyl-3-(hydroxymethyl)-5-oxo-4,5-dihydro-1H-1,2,4-triazol-1-yl)-5-fluoro-2-((1,1,1-trifluoropropan-2-yl)oxy)nicotinamide